C1=CC=CC=2C3=CC=CC=C3N(C12)CCCCCCCCCCN1CN(C=C1)C 1-(10-(9H-carbazol-9-yl)decyl)-3-methyl-1H-imidazole